C1OCC12COCCOC2 2,6,9-trioxaspiro[3.6]decane